CC1=NOC(=C1C=1C=C(C(=O)O)C=C(C1)F)C 3-(3,5-dimethylisoxazol-4-yl)-5-fluorobenzoic acid